3-(3,4-dimethylphenyl)-5,7-di-tert-butylbenzofuran-2-one CC=1C=C(C=CC1C)C1C(OC2=C1C=C(C=C2C(C)(C)C)C(C)(C)C)=O